C(C)OC=1C=C(C=CC1OC)[C@@H](CS(=O)(=O)C)N1C(C2=CC=C(C=C2C1=O)N1CCC(CC1)=O)=O 2-[(1S)-1-(3-ethoxy-4-methoxy-phenyl)-2-methylsulfonyl-ethyl]-5-(4-oxo-1-piperidyl)isoindoline-1,3-dione